4-Chloro-2-fluoro-1-(prop-1-en-2-yl)benzene ClC1=CC(=C(C=C1)C(=C)C)F